C[Hf](C1=C(C=CC=2C3=CC=C(C=C3CC12)C(C)(C)C)C(C)(C)C)(C1C=CC=C1)(=C(C1=CC=CC=C1)C=1SC(=CC1)C)C dimethyl-(5-methylthienyl)(phenyl)methylene(cyclopentadienyl)(2,7-di-tert-butylfluorenyl)hafnium